CN1CCC(CC1)N1CCN(CC1)C1=CC=C(C=C1)NC=O (4-(4-(1-methylpiperidin-4-yl)piperazin-1-yl)phenyl)formamide